ClC=1C=C(O[C@H](C(=O)O)C)C=C(C1CC=1C=C(C(=CC1)O)C1=CC(=C(C=C1)F)F)Cl (S)-2-(3,5-dichloro-4-((3',4'-difluoro-6-hydroxy-[1,1'-biphenyl]-3-yl)methyl)phenoxy)propanoic acid